ClC=1C=NN(C(C1CO)=O)CC(=O)NC1=CC(=C(C=C1)C)S(N(C)C)(=O)=O 2-[4-chloro-5-(hydroxymethyl)-6-oxo-pyridazin-1-yl]-N-[3-(dimethylsulfamoyl)-4-methyl-phenyl]acetamide